N-(S)-TETRAHYDROFURAN-2-YL-SULFURIC DIAMIDE O1C(CCC1)NS(N)(=O)=O